N-(3-(6-oxa-3-azabicyclo[3.1.1]hept-3-yl)-1-(6-(1,1-difluoroethyl)pyrazin-2-yl)-1H-pyrazolo[4,3-c]pyridin-6-yl)acetamide C12CN(CC(O1)C2)C2=NN(C1=C2C=NC(=C1)NC(C)=O)C1=NC(=CN=C1)C(C)(F)F